FC1=C(C2=CC=CC=C2[C@]12CCC=1C(NC(=NC1C2)S)=O)C (R)-2-fluoro-2'-mercapto-3-methyl-5',8'-dihydro-3'H-spiro[indene-1,7'-quinazolin]-4'(6'H)-one